8-methoxy-N-(2-methoxy-3-pyridinyl)-2-tetrahydropyran-4-yl-imidazo[1,2-a]pyrazine-6-carboxamide COC=1C=2N(C=C(N1)C(=O)NC=1C(=NC=CC1)OC)C=C(N2)C2CCOCC2